FC1=C(C=C2C=NN(C(C2=C1)=O)CC1=NN(C=C1)C)SC1=CC=CC=C1 7-fluoro-2-((1-methyl-1H-pyrazol-3-yl)methyl)-6-(phenylsulfanyl)phthalazin-1(2H)-one